TMS-format [Si](C)(C)(C)C(=O)[O-]